C(C)C1CN(C2=CC=CC=3C=C(N1C32)C3=NC2=C(N3C)C(=CC(=C2)C=O)F)CCCO [2-[11-ethyl-9-(3-hydroxypropyl)-1,9-diazatricyclo[6.3.1.04,12]dodeca-2,4(12),5,7-tetraen-2-yl]-7-fluoro-1-methyl-benzimidazol-5-yl]methanone